N-(4-fluoro-2-(1-phenylethenyl)phenyl)acetamide FC1=CC(=C(C=C1)NC(C)=O)C(=C)C1=CC=CC=C1